5-bromo-N-(tert-butyl)-2-(2-((trimethylsilyl)ethynyl)phenyl)-1-naphthamide BrC1=C2C=CC(=C(C2=CC=C1)C(=O)NC(C)(C)C)C1=C(C=CC=C1)C#C[Si](C)(C)C